3-{3-[(4,4-difluorocyclohexyl)methoxy]phenyl}-4-(trifluoro-methyl)-1H-pyrrolo[3,2-c]pyridine FC1(CCC(CC1)COC=1C=C(C=CC1)C1=CNC2=C1C(=NC=C2)C(F)(F)F)F